OCCS(=O)(=O)NC1=CC(=C(C(=O)NC2=NC(=NC(=C2)C)N2CC3(CC3)C2)C=C1)N1CCC2(CC2)CC1 4-((2-Hydroxyethyl)sulfonamido)-N-(6-methyl-2-(5-azaspiro[2.3]hexan-5-yl)pyrimidin-4-yl)-2-(6-azaspiro[2.5]octan-6-yl)benzamide